C(C1=CC=CC=C1)OC=1C2=C(N=C(N1)OCC13CCCN3CCC1)C(=C(N=C2)Cl)F 4-(benzyloxy)-7-chloro-8-fluoro-2-((tetrahydro-1H-pyrrolizin-7a(5H)-yl)methoxy)pyrido[4,3-d]pyrimidine